C1(CC1)C1=NNC(=N1)C1CC2(CN(C2)C(=O)N2CC3(C2)CC(C3)CC=3C=NN(C3C(F)(F)F)C)C1 [6-(3-cyclopropyl-1H-1,2,4-triazol-5-yl)-2-azaspiro[3.3]heptan-2-yl]-[6-[[1-methyl-5-(trifluoromethyl)pyrazol-4-yl]methyl]-2-azaspiro[3.3]heptan-2-yl]methanone